N-[2-(2-pyridinyl)-6-(1,2,4,5-tetrahydro-3H-3-benzazepin-3-yl)-4-pyrimidinyl]-β-alanine N1=C(C=CC=C1)C1=NC(=CC(=N1)NCCC(=O)O)N1CCC2=C(CC1)C=CC=C2